FC1(CN(CCC1)C1=C(N=CC=2N1N=C(N2)N[C@@H]2[C@@H](CN(CC2)S(=O)(=O)C)C)C=2C=NNC2)F (3,3-Difluoropiperidin-1-yl)-N-((3R,4S)-3-methyl-1-(methylsulfonyl)piperidin-4-yl)-6-(1H-pyrazol-4-yl)-[1,2,4]triazolo[1,5-a]pyrazin-2-amine